1-(2-(4-fluorophenyl)propan-2-yl)-4-toluenesulfonylpiperazine FC1=CC=C(C=C1)C(C)(C)N1CCN(CC1)S(=O)(=O)CC1=CC=CC=C1